5-(methoxymethyl)-2-methylpiperazine-1-carboxylic acid tert-butyl ester C(C)(C)(C)OC(=O)N1C(CNC(C1)COC)C